S.[S] sulfur (sulfan)